(1r,4r)-4-((5-(1-(3-fluoropropyl)-1H-benzo[d][1,2,3]triazol-6-yl)-4-methoxypyrrolo[2,1-f][1,2,4]triazin-2-yl)amino)-1-methylcyclohexan-1-ol FCCCN1N=NC2=C1C=C(C=C2)C=2C=CN1N=C(N=C(C12)OC)NC1CCC(CC1)(O)C